tert-butyl (S)-tert-butyl-9-oxohexahydro-1H-pyrazino[1,2-a]pyrazine-2(6H)-carboxylate C(C)(C)(C)[C@H]1C2N(CCN1C(=O)OC(C)(C)C)CCNC2=O